(5-aminobenzo[c][2,6]naphthyridin-9-yl)((3S)-3-(4-(trifluoromethyl)phenyl)-4-morpholinyl)methanone NC1=NC2=C(C3=CN=CC=C13)C=C(C=C2)C(=O)N2[C@H](COCC2)C2=CC=C(C=C2)C(F)(F)F